5-(3-(difluoromethyl)-1-methyl-1H-pyrazol-4-yl)-1,3,4-oxadiazol-2-thiol FC(C1=NN(C=C1C1=NN=C(O1)S)C)F